3-(3-cyano-1H-indol-6-yl)-1-[4-(trifluoromethyl)phenyl]urea C(#N)C1=CNC2=CC(=CC=C12)NC(NC1=CC=C(C=C1)C(F)(F)F)=O